5-((1-((2-(trimethylsilyl)ethoxy)methyl)-1H-pyrrolo[2,3-b]pyridin-4-yl)oxy)pyridin-2-amine C[Si](CCOCN1C=CC=2C1=NC=CC2OC=2C=CC(=NC2)N)(C)C